1,3-diamino-4-pentafluoroethylbenzene NC1=CC(=C(C=C1)C(C(F)(F)F)(F)F)N